3-chloro-N,N,6-trimethyl-pyridazine-4-carboxamide ClC=1N=NC(=CC1C(=O)N(C)C)C